ClC1=C(CN2C(=NC3=C2C=CC(=C3)OC)C(C)C3=CC=C(C=C3)CC(=O)OC)C=CC=C1 methyl 2-(4-(1-(1-(2-chlorobenzyl)-5-methoxy-1H-benzo[d]imidazol-2-yl)ethyl)phenyl)acetate